C1=CC(=CC=2OC3=C(C21)C=CC=C3)NC=3C=C(C(=CC3)C3=CC=CC=C3)C3=CC=CC=C3 N-[dibenzofuran-3-yl]-[1,1':2',1''-terphenyl]-4'-amine